tert-butyl 2-(4-amino-6,8-dimethyl-9H-pyrimido[4,5-b]indol-9-yl)acetate NC1=NC=NC=2N(C3=C(C=C(C=C3C21)C)C)CC(=O)OC(C)(C)C